4-[3-[2,6-dichloro-4-(2,6-diazaspiro[3.3]heptan-2-yl)benzoyl]-2,4-dihydro-1,3-benzoxazin-8-yl]-5-fluoro-2-(3-oxa-8-azabicyclo[3.2.1]oct-8-yl)benzoic acid methyl ester COC(C1=C(C=C(C(=C1)F)C1=CC=CC=2CN(COC21)C(C2=C(C=C(C=C2Cl)N2CC1(C2)CNC1)Cl)=O)N1C2COCC1CC2)=O